C(C)OC(=O)C=1SC(=NN1)C1=CC=CC=C1 5-phenyl-1,3,4-thiadiazole-2-carboxylic acid ethyl ester